4-((1-(3-(1,1-difluoro-2-hydroxyethyl)-2-methylphenyl)ethyl)amino)-2,6-dimethyl-6H-[1,4]oxazine FC(CO)(F)C=1C(=C(C=CC1)C(C)NN1C=C(OC(C1)C)C)C